S(=O)(=O)([O-])[O-].CC=CC[N-]CC=C (methyldiallylamide) sulfate